(S)-1-(4-(3-((1r,3R,5S,7S)-3,5-dimethyladamantan-1-yl)ureido)-3-fluorobenzyl)-N,N-bis(2-hydroxyethyl)piperidine-3-carboxamide C[C@]12CC3(CC(C[C@@](C1)(C3)C)C2)NC(NC2=C(C=C(CN3C[C@H](CCC3)C(=O)N(CCO)CCO)C=C2)F)=O